C(C)OC[C@@]1(CN(CC1)CC=1C=NC=CC1)CCC1=CC=NC=C1 (S)-3-((3-(ethoxymethyl)-3-(2-(pyridin-4-yl)ethyl)pyrrolidin-1-yl)methyl)pyridine